4-(1-(4-bromo-3-fluorobenzyl)azetidin-3-yl)morpholine bis(mesylate) salt S(C)(=O)(=O)O.S(C)(=O)(=O)O.BrC1=C(C=C(CN2CC(C2)N2CCOCC2)C=C1)F